CC1(CCC=2C1=NC1=C(C2NC(=O)N=S(=O)(N)C2=NN(C(=C2)C(C)(C)O)C2=CC=C(C=C2)F)CCC1)C N'-((3,3-dimethyl-1,2,3,5,6,7-hexahydrodicyclopenta[b,e]pyridin-8-yl)carbamoyl)-1-(4-fluorophenyl)-5-(2-hydroxypropan-2-yl)-1H-pyrazole-3-sulfonimidamide